3-(4-(3-(difluoromethyl)-7-methyldibenzo[b,f][1,4]oxazepin-11-yl)piperazin-1-yl)-2,2-dimethylpropanoic acid FC(C1=CC2=C(C(=NC3=C(O2)C=C(C=C3)C)N3CCN(CC3)CC(C(=O)O)(C)C)C=C1)F